1-(4-amino-2,5-difluorophenyl)piperidine tert-butyl-(R)-4-(10-((6-oxo-4-phenylpyrimidin-1(6H)-yl)methyl)-7-azaspiro[4.5]dec-9-ene-7-carbonyl)-3-phenylpiperazine-1-carboxylate C(C)(C)(C)OC(=O)N1C[C@H](N(CC1)C(=O)N1CC2(CCCC2)C(=CC1)CN1C=NC(=CC1=O)C1=CC=CC=C1)C1=CC=CC=C1.NC1=CC(=C(C=C1F)N1CCCCC1)F